N-(3-chlorobenzyl)-1H-benzimidazol-2-amine ClC=1C=C(CNC2=NC3=C(N2)C=CC=C3)C=CC1